FC(F)C1=NC=CC=2NC=3C=C(C=CC3C21)C=2C=NC(=CC2)F (difluoromethyl)-7-(6-fluoropyridin-3-yl)-5H-pyrido[4,3-b]indole